FC=1C=C(CC=2N=C3N(C=CC(=C3)C=3OC(=NN3)C(F)F)C2)C=CC1F 2-(2-(3,4-difluorobenzyl)imidazo[1,2-a]pyridin-7-yl)-5-(difluoromethyl)-1,3,4-oxadiazole